(S)-1-(3-(difluoromethoxy)phenyl)-3-iodo-N-(3-methyl-1,1-dioxidotetrahydrothiophen-3-yl)-1H-indazole-5-carboxamide FC(OC=1C=C(C=CC1)N1N=C(C2=CC(=CC=C12)C(=O)N[C@@]1(CS(CC1)(=O)=O)C)I)F